C1(=CC=CC=C1)CS(=O)(=O)NC1=CNC2=CC=C(C=C12)OCCC1=CC=C(C=C1)C(F)(F)F 1-phenyl-N-(5-(4-(trifluoromethyl)phenethoxy)-1H-indol-3-yl)methanesulfonamide